[Mo].[Mn].[Cr].[Ni] nickel-chromium-manganese-molybdenum